(2RS)-2-[(4R)-2-oxo-4-propylpyrrolidin-yl]butyric acid O=C1N(C[C@@H](C1)CCC)[C@@H](C(=O)O)CC |&1:9|